C1(CC1)C1=CC(=C(C=C1)NC1=CC(=NC=C1C(=O)NOCC)NC1=NC(=CC=C1)C)N(S(=O)(=O)C)C 4-((4-Cyclopropyl-2-(N-methylmethylsulfonamido)phenyl)amino)-N-ethoxy-6-((6-methylpyridin-2-yl)amino)Nicotinamide